3-oxo-6-aminopimeloyl-CoA O=C(CC(=O)SCCNC(CCNC([C@@H](C(COP(OP(OC[C@@H]1[C@H]([C@H]([C@@H](O1)N1C=NC=2C(N)=NC=NC12)O)OP(=O)(O)O)(=O)O)(=O)O)(C)C)O)=O)=O)CCC(C(=O)O)N